C(C)(=O)NCCC1=CN(C2=CC=C(C=C12)S(=O)(=O)CCC)C(=O)OC(C)(C)C tert-butyl 3-(2-acetamidoethyl)-5-(propylsulfonyl)-1H-indole-1-carboxylate